ClC=1C(=NC(=NC1)N[C@H]1CN(CC1)C1CCNCC1)C1=CNC2=CC=CC=C12 (R)-5-chloro-4-(1H-indol-3-yl)-N-(1-(piperidin-4-yl)pyrrolidin-3-yl)pyrimidin-2-amine